4-amino-1-(6-methylpyridin-3-yl)butan-1-one hydrochloride Cl.NCCCC(=O)C=1C=NC(=CC1)C